C(C=C)(=O)N1CCN(CC1)CC1=CC=C(C=C1)[C@H](C)NC=1N=CC2=C(N1)N(C(C=C2)=O)C(C)C 2-{[(1S)-1-{4-[(4-Acryloylpiperazin-1-yl)methyl]phenyl}ethyl]amino}-8-(propan-2-yl)pyrido[2,3-d]pyrimidin-7(8H)-on